C(CCC(=O)O)(=O)O.FC1=CC2=C(C(=NO2)C2CCN(CC2)CCCOC=2C=C3CCC(N4C3=C(C2)CC4)=O)C=C1 8-(3-(4-(6-fluorobenzo[d]isoxazol-3-yl)piperidin-1-yl)propoxy)-5,6-dihydro-1H-pyrrolo[3,2,1-ij]quinolin-4(2H)-one succinate